C(C)(C)(C)OC(N[C@H](C(=O)NCC1=C(C(=CC=C1)Cl)F)CCCC)=O (S)-(1-((3-chloro-2-fluorobenzyl)amino)-1-oxohex-2-yl)carbamic acid tert-butyl ester